2,5-Dihydroxybenzaldehyde OC1=C(C=O)C=C(C=C1)O